C(CCCCCCC\C=C/CCCCCC)(=O)O.C(CCCCCCC\C=C/CCCCCC)(=O)OC Methyl palmitoleate (9Z)-9-hexadecenoate